bromo-2',3'-dihydrospiro[cyclopentane-1,1'-indene] BrC1C2(C3=CC=CC=C3C1)CCCC2